4-(4-bromophenyl)-9,9-dimethyl-9H-fluorene BrC1=CC=C(C=C1)C1=CC=CC=2C(C3=CC=CC=C3C12)(C)C